N-(4-(2-((3-(2-Hydroxyethoxy)-4-(4-methylpiperazin-1-yl)phenyl)amino)-7H-pyrrolo[2,3-d]pyrimidin-7-yl)phenyl)propane-2-sulfonamide OCCOC=1C=C(C=CC1N1CCN(CC1)C)NC=1N=CC2=C(N1)N(C=C2)C2=CC=C(C=C2)NS(=O)(=O)C(C)C